C(C)OC(COC1=C(SC=C1)C(=O)[O-])=O 3-(2-ethoxy-2-oxo-ethoxy)thiophene-2-carboxylate